N-(6-(pyridin-4-yl)pyrrolo[1,2-a]pyrimidin-8-yl)acrylamide N1=CC=C(C=C1)C1=CC(=C2N1C=CC=N2)NC(C=C)=O